FC=1C=C(C=CC1NC(=O)C1=C(CCC1)C(=O)O)C=1C(=C(C(=CC1[2H])[2H])O)[2H] 2-((3-Fluoro-3'-hydroxy-[1,1'-biphenyl]-4-yl-2',4',6'-d3)carbamoyl)cyclopent-1-ene-1-carboxylic acid